C(C)(C)NC1=CC(=NC=C1)N N4-isopropylpyridine-2,4-diamine